methylbenzyl-xylene [(2R,3R,4R,5R)-4-acetoxy-2-[(butanoylamino)methyl]-5-[2-(2-methylpropanoyl-amino)-6-oxo-1H-purin-9-yl]tetrahydrofuran-3-yl]acetate C(C)(=O)O[C@@H]1[C@@H]([C@@H](O[C@H]1N1C=2N=C(NC(C2N=C1)=O)NC(C(C)C)=O)CNC(CCC)=O)CC(=O)O.CC=1C(=C(C(=CC1)C)C)CC1=CC=CC=C1